propyl-5-(pyridin-3-yl)-2-(4-(trifluoromethyl)phenyl)oxazole-4-carboxamide C(CC)NC(=O)C=1N=C(OC1C=1C=NC=CC1)C1=CC=C(C=C1)C(F)(F)F